1-(1-(p-bromophenyl)vinyl)-1H-benzo[d][1,2,3]triazole BrC1=CC=C(C=C1)C(=C)N1N=NC2=C1C=CC=C2